FC1=C(CN2C=C(C=C(C2=O)C(NC)=O)C(=O)OCCCC)C=CC=C1C butyl 1-(2-fluoro-3-methylbenzyl)-5-(methylcarbamoyl)-6-oxo-1,6-dihydropyridine-3-carboxylate